tert-Butyl N-[trans-4-(methylcarbamothioyl)cyclohexyl]carbamate CNC(=S)[C@@H]1CC[C@H](CC1)NC(OC(C)(C)C)=O